para-chlorobenzyl carbamate 2,4-dichlorobenzylcarbamate ClC1=C(CNC(O)=O)C=CC(=C1)Cl.C(N)(OCC1=CC=C(C=C1)Cl)=O